6-(2,7-dichloro-8-fluoropyrido[4,3-d]pyrimidin-4-yl)-1-oxa-6-azaspiro[3.5]nonane ClC=1N=C(C2=C(N1)C(=C(N=C2)Cl)F)N2CC1(CCO1)CCC2